N-((4-(Hydroxymethyl)-7-(4-(trifluoromethoxy)phenyl)-2,3-dihydrobenzofuran-5-yl)methyl)acrylamide OCC1=C(C=C(C2=C1CCO2)C2=CC=C(C=C2)OC(F)(F)F)CNC(C=C)=O